C(C)(C)(C)OC(CN1CCC(CC1)CCC1=CC2=C(N(C(N2C)=O)C2C(NC(CC2)=O)=O)C=C1)=O 2-(4-(2-(1-(2,6-Dioxopiperidin-3-yl)-3-methyl-2-oxo-2,3-dihydro-1H-benzimidazol-5-yl)ethyl)piperidin-1-yl)acetic acid tert-butyl ester